C(C)C=1C(=C2C=NNC2=CC1F)C1=CC=2N(C=C1)N=C(C2)NC(=O)C2C(C2)F N-(5-(5-ethyl-6-fluoro-1H-indazol-4-yl)pyrazolo[1,5-a]pyridin-2-yl)-2-fluorocyclopropane-1-carboxamide